CC=1C(=C2COCC2=CC1)C1CCC=2C(NC=NC2C1)=O 7-(5-methyl-1,3-dihydroisobenzofuran-4-yl)-5,6,7,8-tetrahydroquinazolin-4(3H)-one